OC1=CC=C(C=C1)C(C)(C1=CC=C(C=C1)O)C1=CC=C(C(C)(C)C2=CC=C(C=C2)O)C=C1 4-(4-(1,1-bis(p-hydroxyphenyl)-ethyl)α,α-dimethylbenzyl)phenol